C(C)(C)(C)OC(=O)C1=NN(C=C1)C(=O)N1CCC2(CCCN2CC2=CC(=CC(=C2)C(F)(F)F)N2N=CC=C2)CC1.C(C1=CC=CC=C1)OC=1C=CC(=C2C=CC=NC12)C1=CC=NC2=C3N=CC=CC3=CC=C12 8-benzyloxy-5-(1,10-phenanthroline-4-yl)quinoline tert-butyl-1-(1-(3-(1H-pyrazol-1-yl)-5-(trifluoromethyl)benzyl)-1,8-diazaspiro[4.5]decane-8-carbonyl)-1H-pyrazole-3-carboxylate